5-{4-fluoro-2-[(piperidin-4-yl)oxy]-1,3-benzothiazol-6-yl}-2-methyl-2H-indazole-7-carbonitrile hydrochloride Cl.FC1=CC(=CC2=C1N=C(S2)OC2CCNCC2)C2=CC1=CN(N=C1C(=C2)C#N)C